4-[[(2R,3R,4R,5S)-3-(3,4-Difluoro-2-methoxy-phenyl)-4,5-dimethyl-5-(trifluoromethyl)tetrahydrofuran-2-carbonyl]amino]-3-methyl-pyridin-2-carboxamid FC=1C(=C(C=CC1F)[C@@H]1[C@@H](O[C@@]([C@@H]1C)(C(F)(F)F)C)C(=O)NC1=C(C(=NC=C1)C(=O)N)C)OC